ClC1=CC=C(C(=N1)N1N=C(C=C1C)C#N)C(F)F 1-[6-chloro-3-(difluoromethyl)-2-pyridyl]-5-methyl-pyrazole-3-carbonitrile